ClC1=CC(=C(C=C1Cl)NC(OC1CC1)=O)C(N[C@H](C(C(=O)NC)=O)C[C@H]1C(N[C@@H](C1)C)=O)=O cyclopropyl N-[4,5-dichloro-2-[[(1S)-3-(methylamino)-1-[[(3S,5R)-5-methyl-2-oxo-pyrrolidin-3-yl]methyl]-2,3-dioxo-propyl]carbamoyl]phenyl]carbamate